N-(2-(2-(4-(2,5-difluorobenzyloxy)phenoxy)ethoxy)ethyl)cyclopentylamine FC1=C(COC2=CC=C(OCCOCCNC3CCCC3)C=C2)C=C(C=C1)F